cyclononadecane-7-carboxylic acid methyl ester COC(=O)C1CCCCCCCCCCCCCCCCCC1